5-bromo-3-methyl-2-(4-(trifluoromethoxy)phenoxy)pyridine BrC=1C=C(C(=NC1)OC1=CC=C(C=C1)OC(F)(F)F)C